tetrahydrofuran-3-ylmethyl-2-({2-chloro-4-fluoro-5-[3-methyl-2,6-dioxo-4-(trifluoromethyl)-3,6-dihydropyrimidin-1(2H)-yl]phenyl}sulfanyl)butanoate O1CC(CC1)COC(C(CC)SC1=C(C=C(C(=C1)N1C(N(C(=CC1=O)C(F)(F)F)C)=O)F)Cl)=O